CS(=O)(=O)OCC12N(CC(C1)C2)C(=O)OC(C)(C)C tert-butyl 1-[(methanesulfonyloxy)methyl]-2-azabicyclo[2.1.1]hexane-2-carboxylate